COC=1C=C(C=C(C1OC)OC)C(=O)C1=CC(=C(C(=C1)OC)OC)OC (3,4,5-trimethoxyphenyl) ketone